ClC1=CC(=C(N=N1)OCC1CN(C1)C)NCC1=C(C=C(C=C1)OC)OC 6-chloro-N-[(2,4-dimethoxyphenyl)methyl]-3-[(1-methylazetidin-3-yl)methoxy]pyridazin-4-amine